N-((R)-5-(7,7-difluoro-2-((2S,3R)-3-hydroxy-2-methylazetidin-1-yl)-6,7-dihydro-5H-cyclopenta[d]pyrimidin-4-yl)-2,3-dihydro-1H-inden-1-yl)methanesulfonamide FC1(CCC2=C1N=C(N=C2C=2C=C1CC[C@H](C1=CC2)NS(=O)(=O)C)N2[C@H]([C@@H](C2)O)C)F